C(C)C(CN(C(N1N=NC2=C1C=CC=C2)C)CC(CCCC)CC)CCCC N,N-bis(2-ethylhexyl)-α-methyl-1H-benzotriazole-1-methylamine